C(C)(C)(C)OC(=O)N([C@H]1CN(CC1)C=1N=CC(=NC1)C(=O)O)C1CC1 5-[(3R)-3-[tert-butoxycarbonyl(cyclopropyl)amino]pyrrolidin-1-yl]pyrazine-2-carboxylic acid